COC=1C=C(C=CC1)C=1C=C(NC1)C(=O)C1=CC(=C(C(=C1)OC)OC)OC [4-(3-methoxyphenyl)-1H-pyrrol-2-yl](3,4,5-trimethoxyphenyl)methanone